4-(3-((1-(4-chlorophenyl)-2-(5-fluoro-6-(trifluoromethoxy)indolin-1-yl)-2-oxoethyl)amino)-5-methoxyphenoxy)butanoic acid ClC1=CC=C(C=C1)C(C(=O)N1CCC2=CC(=C(C=C12)OC(F)(F)F)F)NC=1C=C(OCCCC(=O)O)C=C(C1)OC